C(CC)N1C(CNCCN)O1 Epoxypropyl-Diethylenetriamine